chloro(methylsulfonyl)methane Tert-butyl-4-(8-((benzyloxy)carbonyl)-3,8-diazabicyclo[3.2.1]octan-3-yl)-2-chloro-8-oxo-5,8-dihydropyrido[3,4-d]pyrimidine-7(6H)-carboxylate C(C)(C)(C)OC(=O)N1C(C=2N=C(N=C(C2CC1)N1CC2CCC(C1)N2C(=O)OCC2=CC=CC=C2)Cl)=O.ClCS(=O)(=O)C